(R)-(1-((diphenylmethylene)amino)-8-methyl-3-(3-methyl-1,2,4-thiadiazol-5-yl)-5,6-dihydroimidazo[1,5-a]pyrazin-7(8H)-yl)(4-fluorophenyl)methanone C1(=CC=CC=C1)C(C1=CC=CC=C1)=NC=1N=C(N2C1[C@H](N(CC2)C(=O)C2=CC=C(C=C2)F)C)C2=NC(=NS2)C